C(CCCCCCC\C=C/C\C=C/CCCCC)OCC(COCCCCCCCC)N1CCCC1 2-[(9Z,12Z)-octadeca-9,12-dien-1-yloxy]-1-[(octyloxy)methyl]ethylpyrrolidine